C(C)(C)(CC(C)(C)C)C1=CC=C(C=C1)N1NC(=CC1C1=CC=C(C=C1)CCCCCCCCCCCC)C=CC1=CC=C(C=C1)CCCCCCCCCCCC 1-(4-tert-octyl-phenyl)-3-(4-dodecyl-styryl)-5-(4-dodecyl-phenyl)-pyrazoline